COC1=C(C#N)C(=CC(=C1)C#N)OC 2,6-dimethoxyterephthalonitrile